(azido)-α-hydroxyphenylpropionic acid N(=[N+]=[N-])CC(C(=O)O)(O)C1=CC=CC=C1